NC1=CC(=C(C=C1)C1=CN=C(S1)[C@@H]1CC[C@H](CC1)NC(OC(C)C)=O)S(NC(CO)(C)C)(=O)=O trans-isopropyl N-[4-[5-[4-amino-2-[(2-hydroxy-1,1-dimethyl-ethyl)sulfamoyl]phenyl]thiazol-2-yl]cyclohexyl]carbamate